C1(=CC=CC=C1)C(=C)PC(=C)C1=CC=CC=C1 bis-(1-phenylvinyl)phosphine